OC1=C(C=O)C(=CC(=C1O)OC)[C-]1C=CC=C1.[CH-]1C=CC=C1.[Fe+2] 2,3-dihydroxy-4-methoxy-6-ferrocenyl-benzaldehyde